C(C=C)(=O)OCCCC[Si](OC)(OC)OC acryloxybutyltrimethoxysilan